N1N=C(N=C1)C=1C=C(C=NC1)N1C=CC=2C1=NC=C(C2)C(=O)N2CCC(CC2)(F)F (1-(5-(1H-1,2,4-triazol-3-yl)pyridin-3-yl)-1H-pyrrolo[2,3-b]pyridin-5-yl)(4,4-difluoropiperidin-1-yl)methanone